N1=CC=C(C=C1)N1C=2N(C3=C(C1=O)C=NC(=N3)NC3=CC=C(C=C3)N3CCN(CC3)C)CCN2 6-(Pyridin-4-yl)-2-((4-(4-methylpiperazin-1-yl)phenyl)amino)-8,9-dihydroimidazo[1,2-a]pyrimido[5,4-e]pyrimidin-5(6H)-one